C(C1=CC=CC=C1)(=O)N1CCC(CC1)(C(=O)N1C[C@H]2OC3=C([C@@H]1C2)C=NC=C3C#N)F (2S,5S)-4-(1-Benzoyl-4-fluoropiperidine-4-carbonyl)-2,3,4,5-tetrahydro-2,5-methanopyrido[3,4-f][1,4]oxazepine-9-carbonitrile